C1(=CC=CC=C1)CC(=O)NC1=NN=C(S1)N1CCC(CC1)CCOCC1=CC=C(C(=O)O)C=C1 4-((2-(1-(5-(2-phenylacetylamino)-1,3,4-thiadiazol-2-yl)piperidin-4-yl)ethoxy)methyl)benzoic acid